C(C)(SCC1CN(CC(C1)C1=CC=CC=C1)S(=O)(=O)N1CCOCC1)=O S-((1-(morpholinosulfonyl)-5-phenylpiperidin-3-yl)methyl) ethanethioate